Cl.C1(CC1)C=1C=C(C=C2C(NC(=NC12)C=1C=C2C(=CN1)SC=C2)=O)OCCCC2=CC=NC=C2 8-cyclopropyl-6-(3-pyridin-4-yl-propoxy)-2-thieno[2,3-c]pyridin-5-yl-3H-quinazolin-4-one hydrochloride